CC(CC1=C(C=CC(=C1)OC)S(=O)(=O)N)(CC(CC)C1=CC(=NC2=CC=CC=C12)C1=CC=CC=C1)C (2,2-dimethyl-4-(2-phenylquinolin-4-yl)hexyl)-4-methoxybenzenesulfonamide